C1=CCOS1(=O)=O Prop-1-ene-1,3-sultone